C(CC)OC1=CC=C(C=C1)OCCC 1,4-dipropyloxybenzene